ClC1=C(C=C(C=C1)C1=CC(=NC=C1)OCC(F)(F)F)CC(C(=O)NC1=CC=C(C=C1)C=1N(C=NC1)C)NC(=O)C=1N(N=CC1)C N-[1-[[2-chloro-5-[2-(2,2,2-trifluoroethoxy)-4-pyridyl]phenyl]methyl]-2-[4-(3-methylimidazol-4-yl)anilino]-2-oxo-ethyl]-2-methyl-pyrazole-3-carboxamide